ClC1=C2CCC(C2=CC=C1)CN1C=NC=C1 ((4-chloro-2,3-dihydro-1H-inden-1-yl)methyl)-1H-imidazole